BrC1=C2C=CN(C2=CC(=C1)F)CCO 2-(4-bromo-6-fluoro-1H-indol-1-yl)ethanol